COC(C1=CC(=C(C=C1)C=1C=NN(C1)C(F)F)C(F)(F)F)=O 4-(1-(Difluoromethyl)-1H-pyrazol-4-yl)-3-(trifluoromethyl)benzoic acid methyl ester